allylchloro-[1,3-bis(2,6-diisopropylphenyl)imidazol-2-ylidene]palladium (II) C(C=C)[Pd-2](=C1N(C=CN1C1=C(C=CC=C1C(C)C)C(C)C)C1=C(C=CC=C1C(C)C)C(C)C)Cl